3-{[(6,7-dimethyl-3,4-dihydro-2H-1-benzopyran-4-yl)methyl]amino}pyridine-4-carboxylic acid CC=1C(=CC2=C(C(CCO2)CNC=2C=NC=CC2C(=O)O)C1)C